CN(C)CC1=CC=C(C(=O)NC2=CC(=C(C=C2)C)NC=2SC=C(N2)C2=NC=CC(=N2)N(C(=O)OC(C)(C)C)C(=O)OC(C)(C)C)C=C1 4-((dimethylamino)methyl)-N-(3-((4-(4-(di-tertbutoxycarbonylamino)pyrimidin-2-yl)thiazol-2-yl)amino)-4-methylphenyl)benzamide